2-fluoro-N-(5-fluoropyridin-2-yl)-5-(4-methylpyridin-3-yl)benzamide FC1=C(C(=O)NC2=NC=C(C=C2)F)C=C(C=C1)C=1C=NC=CC1C